(biphenylyl)[(phenyl)(dimethylfluorenyl)triazineyl]dibenzofuran C1(=C(C=CC=C1)C1=C(C2=C(OC3=C2C=CC=C3)C=C1)C1=NN=NC(=C1C1=C(C(=CC=3C2=CC=CC=C2CC13)C)C)C1=CC=CC=C1)C1=CC=CC=C1